4-ethyl-7,9-dimethylpyrido[3',2':4,5]thieno[3,2-d]pyrimidine C(C)C=1C2=C(N=CN1)C1=C(S2)N=C(C=C1C)C